Methyl 3-(3-acetoxypropyl)-6-fluoro-7-(2-(((4-methoxybenzyl)oxy)methyl)-4,5,6,7-tetrahydropyrazolo[1,5-a]pyridin-3-yl)-1-methyl-1H-indole-2-carboxylate C(C)(=O)OCCCC1=C(N(C2=C(C(=CC=C12)F)C=1C(=NN2C1CCCC2)COCC2=CC=C(C=C2)OC)C)C(=O)OC